C(CCC)N(CCCC)CC(=O)OCCCC butyl N,N-dibutylaminoacetate